C(CCCCCCC)OC(CC)O octoxypropanol